NC1=NNC2=NC(=C(C=C21)F)NC2=C1CCCC1=CC=C2O 4-[(3-amino-5-fluoro-1H-pyrazolo[3,4-b]pyridin-6-yl)amino]indan-5-ol